FC1=CC2=C(N=C(S2)C2=CC=C(C=C2)C2=CC(=NC=C2)NCCOCCOC2=CC=C3C(N(CC3=C2)C2C(NC(CC2)=O)=O)=O)C=C1 3-[6-[2-[2-[[4-[4-(6-fluoranyl-1,3-benzothiazol-2-yl)phenyl]pyridin-2-yl]amino]ethoxy]ethoxy]-3-oxidanylidene-1H-isoindol-2-yl]piperidine-2,6-dione